3-(5-cyano-4-((3-methoxycyclopentyl)amino)pyridin-2-yl)-1-(6-formyl-5-((4-methyl-2-oxopiperazin-1-yl)methyl)pyridin-2-yl)-1-methylurea C(#N)C=1C(=CC(=NC1)NC(N(C)C1=NC(=C(C=C1)CN1C(CN(CC1)C)=O)C=O)=O)NC1CC(CC1)OC